cubane-1-carboxylate C12(C3C4C5C3C1C5C24)C(=O)[O-]